10,15-dihydro-2,7,12-triiodo-5,5,10,10,15,15-hexamethyl-5H-tribenzo[a,f,k]trinden IC1=CC2=C(C3=C4C(C5=C(C4=C4C(C6=C(C4=C3C2(C)C)C=CC(=C6)I)(C)C)C=CC(=C5)I)(C)C)C=C1